1,3-diallyl-5-methyl-1,3,5-triazine C(C=C)N1CN(CN(C1)C)CC=C